3,5-Dimethoxybenzaldehyd COC=1C=C(C=O)C=C(C1)OC